monosodium mono-tetradecyl phosphate P(=O)(OCCCCCCCCCCCCCC)([O-])O.[Na+]